NC1=NC=NN2C1=C(C(=N2)C2=CC=C(C=C2)NC(C=C)=O)C2=CC(=C(C=C2)OC2=NC=CC(=N2)C)OC N-(4-(4-amino-5-(3-methoxy-4-((4-methylpyrimidin-2-yl)oxy)phenyl)pyrazolo[5,1-f][1,2,4]triazin-6-yl)phenyl)acrylamide